(R)-2-methyl-N-(1-(3-nitro-5-(trifluoromethyl)phenyl)ethyl)-7,8-dihydro-[1,4]dioxino[2,3-g]quinazolin-4-amine CC1=NC2=CC3=C(C=C2C(=N1)N[C@H](C)C1=CC(=CC(=C1)C(F)(F)F)[N+](=O)[O-])OCCO3